COC1(CC(C1)(O)C=1SC2=NC(=CC=C2N1)C1=CC=2C(N=C1)=NN(C2)C)C trans-3-methoxy-3-methyl-(5-(2-methyl-2H-pyrazolo[3,4-b]pyridin-5-yl)[1,3]thiazolo[5,4-b]pyridin-2-yl)cyclobutanol